((1R,2R,4S)-4-([1,1'-biphenyl]-4-yl)-2-(pyridin-2-yl)bicyclo[2.1.1]hexan-1-yl)(naphthalen-2-yl)methanone C1(=CC=C(C=C1)C12C[C@H](C(C1)(C2)C(=O)C2=CC1=CC=CC=C1C=C2)C2=NC=CC=C2)C2=CC=CC=C2